(4-(3,4-dihydroxyphenyl)thiazol-2-yl)-2-(4-isobutylphenyl)-N-methylpropanamide OC=1C=C(C=CC1O)C=1N=C(SC1)C(C(=O)NC)(C)C1=CC=C(C=C1)CC(C)C